C(CCCCCCC\C=C/C\C=C/CCCCC)(=O)OCC(CO)CO [3-hydroxy-2-(hydroxymethyl)propyl] (9Z,12Z)-octadeca-9,12-dienoate